NCC1=NNC(C2=CC=C(C=C12)C=1C=NN(C1C1=C(C#N)C(=CC(=C1F)Cl)N1CC2(CC2)CC1)C)=O (4-(4-(aminomethyl)-1-oxo-1,2-dihydro-phthalazin-6-yl)-1-methyl-1H-pyrazol-5-yl)-4-chloro-3-fluoro-6-(5-azaspiro[2.4]heptan-5-yl)benzonitrile